1-(pyrrolidin-1-yl)hex-5-yn-1-one N1(CCCC1)C(CCCC#C)=O